C(C)OC(\C=C\C(=O)O\N=C(\C1(CC1)C)/N)=O.COS(=O)(=O)[O-].C[N+](CC(COC(CCSSCCCCCCCCCCCCCCCCCC)=O)OC(CCSSCCCCCCCCCCCCCCCCCC)=O)(C)C N,N,N-trimethyl-2,3-bis((3-(octadecyldisulfanyl)propanoyl)oxy)propan-1-aminium Methyl-sulfate (E)-ethyl-4-(((Z)-(amino(1-methylcyclopropyl)methylene)amino)oxy)-4-oxobut-2-enoate